OC1=NC=C(C=C1)C 2-hydroxy-5-methylpyridine